zinc-vanadium dioxide [O-2].[O-2].[V+5].[Zn+2]